N-(2-((4S,5S)-1-ethyl-7-oxa-1-azaspiro[4.4]nonan-4-yl)thieno[2,3-b]pyridin-4-yl)benzo[d]thiazol-5-amine C(C)N1CC[C@@H]([C@@]12COCC2)C2=CC=1C(=NC=CC1NC=1C=CC3=C(N=CS3)C1)S2